C(C)(C)(C)OCCOC1OCCC1 2-(2-t-butoxyethoxy)tetrahydrofuran